[Si](C)(C)(C(C)(C)C)OCC=1C=C2C=C(N=CC2=CC1)[Sn](C)(C)C 6-(((tert-butyldimethylsilyl)oxy)methyl)-3-(trimethylstannyl)isoquinoline